(R)-2-((3,5-dicyano-6-(4-(dimethylamino)piperidin-1-yl)-4-ethylpyridin-2-yl)thio)2-phenyl-acetamide C(#N)C=1C(=NC(=C(C1CC)C#N)N1CCC(CC1)N(C)C)S[C@@H](C(=O)N)C1=CC=CC=C1